N(C1=CC=CC=C1)C1=C(NC2=C1C(N(C[C@H]2CC(F)F)C)=O)C2=CC(=NC=C2)NC(CC2=CC=C(C=C2)F)=O N-{4-[(7R)-3-Anilino-7-(2,2-difluoroethyl)-5-methyl-4-oxo-4,5,6,7-tetrahydro-1H-pyrrolo[3,2-c]pyridin-2-yl]pyridin-2-yl}-2-(4-fluorophenyl)acetamid